(1r,4r)-4-((5-(8-fluoroimidazo[1,2-a]pyridin-6-yl)-4-(methoxy-d3)-7H-pyrrolo[2,3-d]pyrimidin-2-yl)amino)-1-methylcyclohexan-1-ol FC=1C=2N(C=C(C1)C1=CNC=3N=C(N=C(C31)OC([2H])([2H])[2H])NC3CCC(CC3)(O)C)C=CN2